N-(2-((S)-2-cyano-4,4-difluoropyrrolidin-1-yl)-2-oxoethyl)-8-(3-(5-(4-((2,2-dioxido-1,2-oxathian-3-yl)methyl)-1H-1,2,3-triazol-1-yl)pentanamido)propoxy)quinoline-4-carboxamide C(#N)[C@H]1N(CC(C1)(F)F)C(CNC(=O)C1=CC=NC2=C(C=CC=C12)OCCCNC(CCCCN1N=NC(=C1)CC1S(OCCC1)(=O)=O)=O)=O